FC1=C(C(=CC=C1)F)C1=NC2=C(C3=C(N1)C=CC(=C3)N3C[C@H](OCC3)C(C)(C)O)NN=C2C (S)-2-(4-(5-(2,6-difluorophenyl)-3-methyl-1,6-dihydrobenzo[d]pyrazolo[3,4-f][1,3]diazepin-9-yl)morpholin-2-yl)propan-2-ol